7-methyl-8-phenyl-2-(prop-2-yn-1-ylsulfanyl)-3H-pyrazolo[1,5-a][1,3,5]triazin-4-one CC1=NN2C(N=C(NC2=O)SCC#C)=C1C1=CC=CC=C1